N1(CC1)C(=O)OCC1=CC=CC=C1 Benzyl aziridine-1-carboxylate